ClC1=CC=C(C=C1)C1=CC(=NN1C1=CC=C(C=C1)S(=O)(=O)N)C(F)(F)F 4-[5-(4-chlorophenyl)-3-(trifluoromethyl)-1H-pyrazole-1-yl]benzenesulfonamide